OC=1C=C(C(=O)NNC(=O)OC[C@]2([C@@H](N3C(CC3S2(=O)=O)=O)C(=O)OC(C2=CC=CC=C2)C2=CC=CC=C2)C)C=CC1O (2S,3R)-benzhydryl 3-(((2-(3,4-dihydroxybenzoyl)hydrazinecarbonyl)oxy)methyl)-3-methyl-7-oxo-4-thia-1-azabicyclo[3.2.0]heptane-2-carboxylate 4,4-dioxide